3-(N-(4-bromophenyl)sulfamoyl)-4-methyl-N-(4-nitrophenyl)benzamide BrC1=CC=C(C=C1)NS(=O)(=O)C=1C=C(C(=O)NC2=CC=C(C=C2)[N+](=O)[O-])C=CC1C